FC=1C(=CC=2N(C1)C=NN2)C#C[C@@H](C)O (2R)-4-(6-fluoro-[1,2,4]triazolo[4,3-a]pyridin-7-yl)but-3-yn-2-ol